(3-isopropoxy-5-(trifluoromethoxy)phenyl)methylamine C(C)(C)OC=1C=C(C=C(C1)OC(F)(F)F)CN